CC1=C(C=CC=C1C)N1CCN(CC1)C(CN1N=C(C2=C1CCCCC2)C(=O)N2CC(C(CC2)O)F)=O 1-(4-(2,3-Dimethylphenyl)piperazin-1-yl)-2-(3-(3-fluoro-4-hydroxypiperidin-1-carbonyl)-5,6,7,8-tetrahydrocyclohepta[c]pyrazol-1(4H)-yl)ethanon